C(C)(C)(C)OC(=O)N1CCN(CC(C1)F)C=1N=C(NC(C1Cl)=O)C1=CC(=NC=C1)F 4-[5-chloro-2-(2-fluoro-4-pyridinyl)-6-oxo-1H-pyrimidin-4-yl]-6-fluoro-1,4-diazepan-1-carboxylic acid tert-butyl ester